FC1=C(NC=2C(=NC(=C(N2)NC)C=2C3=C(C=NC2)N(C=N3)C)C(=O)N)C=CC(=C1)N1[C@@H]3CO[C@H](C1)C3 3-[2-fluoro-4-[(1S,4S)-2-oxa-5-azabicyclo[2.2.1]heptan-5-yl]anilino]-5-(methylamino)-6-(3-methylimidazo[4,5-c]pyridin-7-yl)pyrazine-2-carboxamide